Cl.NCC(C#N)NC1=CN=CC2=CC=CC=C12 3-amino-2-(isoquinolin-4-ylamino)propionitrile hydrochloride